[Tb].[Dy] dysprosium-terbium